N\C(=C/C(=O)O)\C β-aminocrotonic acid